ClC1=C2C3=C(N=CN=C3C=C1C1=C3C(=NC=C1C)NN=C3)N3[C@H](CO2)CN(CC3)C(C=C)=O 1-[(8aS)-6-Chloro-5-(5-methyl-1H-pyrazolo[3,4-b]pyridin-4-yl)-8a,9,11,12-tetrahydropyrazino[2',1':3,4][1,4]oxazepino[5,6,7-de]quinazolin-10(8H)-yl]prop-2-en-1-one